Cl.NC=1C=C(C(=NC1)C)C=1N2C(SC1C=1C=NN(C1)C)=C(C=N2)C(=O)N (5-amino-2-methylpyridin-3-yl)-2-(1-methyl-1H-pyrazol-4-yl)pyrazolo[5,1-b]thiazole-7-carboxamide hydrochloride